rac-(R)-4-(5-(2-((2-((R)-3-carboxybutanoyl)-4-fluoro-6-methoxybenzo[b]thiophen-5-yl)oxy)ethoxy)-6-methoxythieno[3,2-b]pyridin-2-yl)-2-methyl-4-oxobutanoic acid C(=O)(O)[C@@H](CC(=O)C1=CC2=C(S1)C=C(C(=C2F)OCCOC2=C(C=C1C(=N2)C=C(S1)C(C[C@H](C(=O)O)C)=O)OC)OC)C |&1:32|